4'-biphenyl-phthalic acid C1(=CC=CC=C1)C1=CC=C(C=C1)C=1C=CC=C(C1C(=O)O)C(=O)O